2-(methylsulfonyl)propanamide CS(=O)(=O)C(C(=O)N)C